4-(6-Cyanopyridin-3-yl)piperazine-1-carboxylic acid benzyl ester C(C1=CC=CC=C1)OC(=O)N1CCN(CC1)C=1C=NC(=CC1)C#N